6-Bromo-8-cyclopentyl-2-(5-dimethylamino-pyridin-2-ylamino)-8H-pyrido[2,3-d]pyrimidin-7-one BrC1=CC2=C(N=C(N=C2)NC2=NC=C(C=C2)N(C)C)N(C1=O)C1CCCC1